ClC=1C=C(C=CC1OCCO[Si](C(C)C)(C(C)C)C(C)C)N1CC(N([C@@H]2CCCC[C@H]12)C)(C)C (4aS,8aR)-4-(3-chloro-4-(2-((triisopropylsilyl)oxy)ethoxy)phenyl)-1,2,2-trimethyldecahydroquinoxaline